octylphenyl-N,N-di-isobutyl-carbamoylphosphine oxide C(CCCCCCC)P(C(N(CC(C)C)CC(C)C)=O)(C1=CC=CC=C1)=O